C(C)(C)(C)OC(=O)N1C2CN(CC1CC2)CC2=C(N=C1N2C=CC=C1)C=1C=NC(=CC1)C(C)C tert.-Butyl-3-{[2-(6-isopropylpyridin-3-yl)imidazo[1,2-a]pyridin-3-yl]methyl}-3,8-diazabicyclo[3.2.1]octane-8-carboxylate